tert-butyl 8-(8-methoxy-2-(pyridin-4-yl) pyrido[3,4-d]pyrimidin-4-yl)-2,8-diazaspiro[4.5]decane-2-carboxylate COC1=NC=CC2=C1N=C(N=C2N2CCC1(CCN(C1)C(=O)OC(C)(C)C)CC2)C2=CC=NC=C2